5-(5-cyano-2-methylphenyl)-2-phenylpyridine C(#N)C=1C=CC(=C(C1)C=1C=CC(=NC1)C1=CC=CC=C1)C